[O-]CCCC.[Co+3].[O-]CCCC.[O-]CCCC cobalt(III) n-butoxide